6-(2,4-difluorophenoxy)-8-(1-methyl-1H-pyrazol-4-yl)-2-(methylthio)pyrido[2,3-d]pyrimidin-7(8H)-one FC1=C(OC2=CC3=C(N=C(N=C3)SC)N(C2=O)C=2C=NN(C2)C)C=CC(=C1)F